C1=CC=C(C=C1)OC2=CC=CC=N2 PhenoxyPyridine